FC=1C=C2C(=NNC2=CC1F)C1=NC=2[C@@H](CCNC2C=C1)C (8R)-2-(5,6-difluoro-1H-indazol-3-yl)-8-methyl-5,6,7,8-tetrahydro-1,5-naphthyridine